8,9-difluoro-1-(methylamino)-1,2,4,5-tetrahydropyrano[3,4-c]isoquinolin-6-one FC=1C(=CC=2C3=C(NC(C2C1)=O)COCC3NC)F